[Si](C)(C)(C(C)(C)C)O[C@H]1[C@@H](O[C@H]([C@@H](C1)O[Si](C)(C)C(C)(C)C)C)O[C@@H](CC/C=C/C(=O)OCCC1=CC=CC=C1)C 2-phenylethyl (2E,6R)-6-{[(2R,3R,5R,6S)-3,5-bis[(tert-butyldimethylsilyl)oxy]-6-methyloxan-2-yl]oxy}hept-2-enoate